OC1=C(C=C(C=C1)C1(C2=CC=CC=C2C=2C=CC=CC12)C1=CC(=C(C=C1)O)C)C 9,9-bis(p-hydroxy-3-methylphenyl)fluorene